O1C(C1)C(=O)OC methyl oxirane-2-carboxylate